CN(CCNC(OC(CCCO[Si](C)(C)C(C)(C)C)CCCCCC)=O)C 1-((tert-butyldimethylsilyl)oxy)decan-4-yl (2-(dimethylamino)ethyl)carbamate